C(C)N1C(NC2=C1C=CC=C2)=O ethyl-2-oxo-2,3-dihydro-1H-benzo[d]imidazole